6-fluoro-4-quinazolinone FC=1C=C2C(NC=NC2=CC1)=O